CC1(C=2N(CCN1C(=O)OC(C)(C)C)C=NN2)C tert-Butyl 8,8-dimethyl-5,6-dihydro-[1,2,4]triazolo[4,3-a]pyrazine-7(8H)-carboxylate